NC1=C(C=2C=NC(=C(C2N1C1=C2C=NN(C2=CC=C1C)C1OCCCC1)C=C1CCC1)C1CC1)C#N 2-amino-7-(cyclobutylidenemethyl)-6-cyclopropyl-1-(5-methyl-1-tetrahydropyran-2-yl-indazol-4-yl)pyrrolo[3,2-c]pyridine-3-carbonitrile